N-[2-[methyl-[(5-methyl-1H-indazol-7-yl)sulfonyl]amino]ethyl]benzamide CN(CCNC(C1=CC=CC=C1)=O)S(=O)(=O)C=1C=C(C=C2C=NNC12)C